BrC1=CC=C(C=C1)SN S-4-bromophenyl-sulfenamide